C(C)(C)(C)OC(=O)N1CC(OCCC1)C(=O)O 4-(tert-butoxycarbonyl)-1,4-oxazepane-2-carboxylic acid